NC1=CC=CC(=N1)S(=O)(=O)NC(=O)C=1C(=NC(=CC1)C1=CC=C(C=C1)C)N1CCC(CC1)C N-[(6-Amino-2-pyridyl)sulfonyl]-2-(4-methyl-1-piperidyl)-6-(p-tolyl)pyridin-3-carboxamid